FC=1C=C(C=CC1)S(=O)(=O)C(C)(C)C1CCN(CC1)C(=O)NC1=NNC=C1 4-(2-((3-fluorophenyl)sulfonyl)propan-2-yl)-N-(1H-pyrazol-3-yl)piperidine-1-carboxamide